C(#N)C1=NC=C(C(=C1)C1=CC=2N(C=C1)N=C(C2)NC(=O)C2CC2)OC[C@@H](C)O N-[5-[2-cyano-5-[(2R)-2-hydroxypropoxy]-4-pyridyl]pyrazolo[1,5-a]pyridin-2-yl]cyclopropanecarboxamide